C(C)C1=C(C(=NC=C1)C(CCOC)O)F 1-(4-ethyl-3-fluoropyridin-2-yl)-3-methoxypropan-1-ol